C(C)(C)(C)N[SiH2]NC(C)(C)C N,N'-di-tert-butylsilanediamine